3,4,5,6-tetrahydrobenzoate C(C1=CCCCC1)(=O)[O-]